The molecule is conjugate base of leachianone G arising from deprotonation of the 7-hydroxy group. It is a conjugate base of a leachianone G. CC(=CCC1=C(C=C(C2=C1O[C@@H](CC2=O)C3=C(C=C(C=C3)O)O)O)[O-])C